Rac-(2s,4r)-4-hydroxy-4-methyl-N-((E)-3-(methylsulfonyl)allyl)-2-phenylpiperidine-1-carboxamide O[C@]1(C[C@H](N(CC1)C(=O)NC\C=C\S(=O)(=O)C)C1=CC=CC=C1)C |r|